C[C@@H]1N(C[C@H](N(C1)[C@H](C(C)C)C1=CC=C(C=C1)C(F)(F)F)C)C=1C=2N=C(N(C2N2C(N1)=NN=C2)C[C@H]2OCCC2)C 4-((2S,5R)-2,5-dimethyl-4-((R)-2-methyl-1-(4-(trifluoromethyl)phenyl)propyl)piperazin-1-yl)-2-methyl-1-(((S)-tetrahydrofuran-2-yl)methyl)-1H-[1,2,4]triazolo[3,4-b]purine